((R)-3-methoxypyrrolidin-1-yl)methanone CO[C@H]1CN(CC1)C=O